BrC=1C=CC=2N(C1)C(=C(N2)N2CC=1C=C3C(=CC1C2=O)OC(O3)(F)F)S(=O)(=O)CC 6-(6-bromo-3-ethylsulfonyl-imidazo[1,2-a]pyridin-2-yl)-2,2-difluoro-5H-[1,3]dioxolo[4,5-f]isoindol-7-one